4-(amino)tetrahydrothiopyran-4-carboxylic acid NC1(CCSCC1)C(=O)O